C(C)(C)(C)N1C=C(C=2C1=NC(=CC2)C(=O)N2CC(C(CC2)N(C2=NC(=C(C(=O)O)C(=C2)C)C)C)C)C2=CC(=C(C=C2)Cl)F 6-((1-(1-(tert-butyl)-3-(4-chloro-3-fluorophenyl)-1H-pyrrolo[2,3-b]pyridine-6-carbonyl)-3-methylpiperidin-4-yl)(methyl)amino)-2,4-dimethylnicotinic acid